di(3,4-epoxycyclohexylmethyl)adipic acid C1(CC2C(CC1)O2)CC(C(=O)O)(CCCC(=O)O)CC2CC1C(CC2)O1